4-((2-cyanophenyl)thio)-6-(1-((R)-1-((S)-2-hydroxypropanoyl)piperidin-3-yl)-1H-pyrazol-4-yl)pyrazolo[1,5-a]pyridine-3-carbonitrile C(#N)C1=C(C=CC=C1)SC=1C=2N(C=C(C1)C=1C=NN(C1)[C@H]1CN(CCC1)C([C@H](C)O)=O)N=CC2C#N